C1(=CC=CC=C1)CN1CC(CC1)NCC1(CNC1)O 3-({[1-(phenylmethyl)pyrrolidin-3-yl]Amino}methyl)azetidin-3-ol